N-(2-chloro-4-((trifluoromethyl)thio)phenyl)-2-(5-ethyl-7-oxo-6-(piperazin-1-yl)-2-(2,5,6,7-tetrahydrooxepin-3-yl)-[1,2,4]triazolo[1,5-a]pyrimidin-4(7H)-yl)acetamide ClC1=C(C=CC(=C1)SC(F)(F)F)NC(CN1C=2N(C(C(=C1CC)N1CCNCC1)=O)N=C(N2)C=2COCCCC2)=O